(5S)-5-(3,5-difluorophenyl)-2-{trans-3-[(3-fluoropyridin-4-yl)oxy]cyclobutyl}-2,5,6,7-tetrahydro-3H-pyrrolo[2,1-c][1,2,4]triazol-3-one FC=1C=C(C=C(C1)F)[C@@H]1CCC2=NN(C(N21)=O)[C@@H]2C[C@H](C2)OC2=C(C=NC=C2)F